(2R)-4,4-difluoro-N-{4-[5-fluoro-7-methoxy-3-(pyridin-2-yl)-1H-pyrrolo[3,2-b]pyridin-2-yl]pyridin-2-yl}-2-(4-fluorophenyl)butanamide FC(C[C@@H](C(=O)NC1=NC=CC(=C1)C1=C(C2=NC(=CC(=C2N1)OC)F)C1=NC=CC=C1)C1=CC=C(C=C1)F)F